C(#C)C1=C(C=CC2=CC(NC(=C12)C1=C(C=2N=C(N=C(C2C=N1)N(C[C@@H]1NCCC1)C)N1CCN(CC1)C)F)=O)F (R)-8-ethynyl-7-fluoro-1-(8-fluoro-4-(methyl(pyrrolidin-2-ylmethyl)amino)-2-(4-methylpiperazin-1-yl)pyrido[4,3-d]pyrimidin-7-yl)isoquinolin-3(2H)-one